C12C(C(CCC)=O)(O1)O2 di-epoxyhexanone